ClC1=CC=C(C=C1)C1=N[C@H](C=2N(C3=C1C(=C(S3)C)C)C(=NN2)C)CC(=O)O (S)-(+)-2-(4-(4-chlorophenyl)-2,3,9-trimethyl-6H-thieno[3,2-F][1,2,4]triazolo[4,3-A][1,4]diazepin-6-yl)acetic acid